Propan-2-yl 1-ethyl-5-(2-{[7-(5-methyl-1,2,4-oxadiazol-3-yl)isoquinolin-1-yl]amino}ethyl)-4-oxo-1H,4H,5H,6H,7H-pyrrolo[3,2-c]pyridine-2-carboxylate C(C)N1C(=CC=2C(N(CCC21)CCNC2=NC=CC1=CC=C(C=C21)C2=NOC(=N2)C)=O)C(=O)OC(C)C